4-fluoro-N-{phenyl[4-(propan-2-yl)phenyl]methyl}-1-[2-(1H-1,2,3,4-tetrazol-1-yl)acetyl]pyrrolidine-2-carboxamide FC1CC(N(C1)C(CN1N=NN=C1)=O)C(=O)NC(C1=CC=C(C=C1)C(C)C)C1=CC=CC=C1